6-((S*)-1-(1H-pyrrolo[2,3-c]Pyridin-4-yl)ethyl)-N2-methyl-N4-((1S,2S)-2-methylcyclopropyl)pyridine-2,4-dicarboxamide N1C=CC=2C1=CN=CC2[C@H](C)C2=CC(=CC(=N2)C(=O)NC)C(=O)N[C@@H]2[C@H](C2)C |o1:9|